2-([6-[(2,5-dichloropyrimidin-4-yl)amino]-1-methyl-2-oxo-1,2-dihydroquinolin-3-yl]oxy)-N-methylacetamide ClC1=NC=C(C(=N1)NC=1C=C2C=C(C(N(C2=CC1)C)=O)OCC(=O)NC)Cl